(R)-1-(4-([1,1'-biphenyl]-3-yl)piperazin-1-yl)-2-amino-3-methoxypropan-1-one C1(=CC(=CC=C1)N1CCN(CC1)C([C@@H](COC)N)=O)C1=CC=CC=C1